ClC1=NC=2C=3N(C4(CC2C=C1OCC1CC1)CCC4)C=C(C(C3)=O)C(=O)O 2'-chloro-3'-(cyclopropylmethoxy)-10'-oxo-5',10'-dihydrospiro[cyclobutane-1,6'-pyrido[1,2-h][1,7]naphthyridine]-9'-carboxylic acid